(Z)-3-((((3s,5s,7s)-adamantan-1-yl)amino)methylene)-2-((2-(4-iodophenyl)oxazol-5-yl)methyl)benzopyran-4-one C12(CC3CC(CC(C1)C3)C2)N\C=C/2\C(OC3=C(C2=O)C=CC=C3)CC3=CN=C(O3)C3=CC=C(C=C3)I